CC1=C(C(=CC=C1)C)C1=NC(=NC(=C1)OC[C@@H](CC(C)C)NCC1=NN2C(C(NCC2)=O)=C1)NS(=O)(=O)C=1C=C(C(=O)O)C=CC1 3-[[4-(2,6-Dimethylphenyl)-6-[(2R)-4-methyl-2-[(4-oxo-6,7-dihydro-5H-pyrazolo[1,5-a]pyrazin-2-yl)methylamino]pentoxy]pyrimidin-2-yl]sulfamoyl]benzoic acid